nonyl 8-((6-((4,4-bis(((Z)-non-3-en-1-yl)oxy)butanoyl)oxy)hexyl)(2-hydroxyethyl)amino)octanoate C(C\C=C/CCCCC)OC(CCC(=O)OCCCCCCN(CCCCCCCC(=O)OCCCCCCCCC)CCO)OCC\C=C/CCCCC